(E)-1-propyl-2-(4-(8-(3-(pyridin-3-yl)acrylamido)octanamido)benzoyl)hydrazine C(CC)NNC(C1=CC=C(C=C1)NC(CCCCCCCNC(\C=C\C=1C=NC=CC1)=O)=O)=O